C(C1CO1)OC(C(=C)C)=O.CC1=CC=C(C=C)C=C1 (4-methylstyrene) glycidyl-methacrylate